C1(=CC=CC=C1)NC=1C=C(C=CC1)NC(C1=CC=C(C=C1)NC1=CC=NC=C1)=O N-(3-(phenylamino)phenyl)-4-(pyridin-4-ylamino)benzamide